C(C)(C)(C)C1=NC(=NO1)C(=O)N[C@H]1CCCCC2=C1C=C(C(=C2)C2=CC(=NC=C2)NC(=O)C2CC2)F (S)-5-(tert-butyl)-N-(2-(2-(cyclopropanecarboxamido)pyridin-4-yl)-3-fluoro-6,7,8,9-tetrahydro-5H-benzo[7]annulen-5-yl)-1,2,4-oxadiazole-3-carboxamide